5-ethylcytidine C(C)C=1C(=NC(N([C@H]2[C@H](O)[C@H](O)[C@@H](CO)O2)C1)=O)N